(3r,4s)-3-methyl-4-[N-methyl-4-(trifluoromethoxy)anilino]piperidine-1-carboxylic acid tert-butyl ester C(C)(C)(C)OC(=O)N1C[C@H]([C@H](CC1)N(C1=CC=C(C=C1)OC(F)(F)F)C)C